[Na+].NCCCCCC(=O)[O-] 6-aminohexanoic acid sodium salt